2-(2,6-dichlorophenyl)acetonitrile ClC1=C(C(=CC=C1)Cl)CC#N